C1=CC=C2C(=C1)C(=CN2)C(=O)C(=O)Cl N,N-di-N-butyl-1,6-hexanediamine